2-(5-chloro-2-oxobenzo[d]oxazol-3(2H)-yl)-N-(6-(((6-cyclopropylimidazo[1,2-a]pyridin-2-yl)methyl)amino)pyrimidin-4-yl)acetamide ClC=1C=CC2=C(N(C(O2)=O)CC(=O)NC2=NC=NC(=C2)NCC=2N=C3N(C=C(C=C3)C3CC3)C2)C1